6-methyl-4-{2-[4-(2-(4-methyl-3-oxopiperazin-1-yl)ethoxy)phenyl]quinolin-6-yl}-1-tosyl-1H-pyrrolo[2,3-c]pyridin-7(6H)-one CN1C(C2=C(C(=C1)C=1C=C3C=CC(=NC3=CC1)C1=CC=C(C=C1)OCCN1CC(N(CC1)C)=O)C=CN2S(=O)(=O)C2=CC=C(C)C=C2)=O